6-(3-(4-(hydroxymethyl)phenoxy)azetidin-1-yl)-[1,1':4',1''-terphenyl]-2-formic acid OCC1=CC=C(OC2CN(C2)C=2C=CC=C(C2C2=CC=C(C=C2)C2=CC=CC=C2)C(=O)O)C=C1